(1-aminoethyl)phosphonic acid NC(C)P(O)(O)=O